6-[(diethylamino)carbonyl]pyridine-2-formic acid C(C)N(C(=O)C1=CC=CC(=N1)C(=O)O)CC